C(N)(=O)C1CCN(CC1)C1N(C=CC=N1)CCCCCCC(=O)NO 2-(4-carbamoylpiperidin-1-yl)-N-(7-(hydroxyamino)-7-oxoheptyl)pyrimidine